(4-(1-Fluorocyclopropyl)butoxy)-4-(1-methyl-1,2,5,6-tetrahydropyridin-3-yl)-1,2,5-thiadiazole FC1(CC1)CCCCOC1=NSN=C1C=1CN(CCC1)C